ClC=1C=C(CN2[C@@H](C[C@@](CC2)(C(=O)O)CC2=NC(=CC=C2F)NC2=NNC(=C2)C)C)C=C(C1F)F (2R,4R)-1-(3-chloro-4,5-difluorobenzyl)-4-((3-fluoro-6-((5-methyl-1H-pyrazol-3-yl)amino)pyridin-2-yl)methyl)-2-methylpiperidine-4-carboxylic acid